4-(2-chloro-4-benzoylphenylsulfanyl)phenyl-bis(4-fluorophenyl)sulfonium hexafluoroantimonate F[Sb-](F)(F)(F)(F)F.ClC1=C(C=CC(=C1)C(C1=CC=CC=C1)=O)SC1=CC=C(C=C1)[S+](C1=CC=C(C=C1)F)C1=CC=C(C=C1)F